C(CCC)[C@H]1CS(C2=C(N(C1)C1=CC=CC=C1)C=C(C(=C2)OCCC(=O)O)SC)(=O)=O (R)-3-((3-butyl-7-(methylthio)-1,1-dioxido-5-phenyl-2,3,4,5-tetrahydro-1,5-benzothiazepin-8-yl)oxy)propanoic acid